C(CCCCCCCC(=O)[O-])CCCCCC(=O)[O-] propane-1,3-diyldihexanoate